ClC=1C=C(C=CC1)C=1N=C(SC1)N(C(=O)NCCN1CCCCC1)C1=CC(=CC=C1)C(F)(F)F 1-[4-(3-chlorophenyl)thiazol-2-yl]-3-[2-(1-piperidinyl)ethyl]-1-[3-(trifluoromethyl)phenyl]Urea